2-(2-(2-(2-(3-((2-(2,6-dioxopiperidin-3-yl)-1-oxoisoindolin-4-yl)amino)propoxy)-ethoxy)ethoxy)ethyl)-4-((1-hydroxy-1,3-dihydrobenzo[c][1,2]oxaborol-5-yl)oxy)benzonitrile O=C1NC(CCC1N1C(C2=CC=CC(=C2C1)NCCCOCCOCCOCCC1=C(C#N)C=CC(=C1)OC1=CC2=C(B(OC2)O)C=C1)=O)=O